FC1(CN(CC1)C1=NC=CC(=C1NC(=O)C=1C=NC(=NC1)C(C)C)C=1C=C2C=NNC2=CC1)F N-(2-(3,3-difluoropyrrolidin-1-yl)-4-(1H-indazol-5-yl)pyridin-3-yl)-2-isopropylpyrimidine-5-carboxamide